NC1=NC=C(C2=C1C(=C(N2C)C2=C(C=C(C=C2)NC(C(=C)F)=O)C)C=2C=C(C(=NC2)C(=O)NCC2(CC2)F)Cl)Br 5-(4-amino-7-bromo-2-{4-[(2-fluoroacrylamido)]-2-methylphenyl}-1-methylpyrrolo[3,2-c]pyridin-3-yl)-3-chloro-N-[(fluorocyclopropyl)methyl]pyridine-2-carboxamide